C(C)(=O)N1CCC(CC1)NCC1=C(C=C(C=C1)C1=NC=CC(=C1C)C=1C(=C(C=CC1)C1=CC=C(C(=N1)OC)CNC1CCN(CC1)C(C)=O)C)OC 1-(4-(((6-(3-(2-(4-(((1-Acetylpiperidin-4-yl)amino)methyl)-3-methoxyphenyl)-3-methylpyridin-4-yl)-2-methylphenyl)-2-methoxypyridin-3-yl)methyl)amino)piperidin-1-yl)ethan-1-one